FC1=C(C=CC=C1)C1=CC=C(C=C1)CCCNC(=O)C=1N(N=C2C=CC=CC12)C N-(3-(2'-fluoro-[1,1'-biphenyl]-4-yl)propyl)-2-methyl-2H-indazole-3-carboxamide